methyl 4-amino-1-(4-(1-hydroxyethyl)phenyl)-2-oxo-7-methyl-1,2-dihydroquinoline-3-carboxylate NC1=C(C(N(C2=CC(=CC=C12)C)C1=CC=C(C=C1)C(C)O)=O)C(=O)OC